(2R,3S)-3-((2-(6-chloro-3-methoxyquinolin-8-yl)-5-fluorobenzo[d]thiazol-6-yl)oxy)butan-2-yl (5-cyanopyridin-3-yl)carbamate C(#N)C=1C=C(C=NC1)NC(O[C@H](C)[C@H](C)OC1=CC2=C(N=C(S2)C=2C=C(C=C3C=C(C=NC23)OC)Cl)C=C1F)=O